(R)-6-fluoro-3-isobutyl-2-(1-(4-methyl-1,4-diazepan-1-yl)butyl)quinazolin-4(3H)-one FC=1C=C2C(N(C(=NC2=CC1)[C@@H](CCC)N1CCN(CCC1)C)CC(C)C)=O